C(C1=CC=CC=C1)OC[C@H]1N(CC[C@@H]1C(=O)O)C(=O)OC(C)(C)C (2S,3S)-2-((benzyloxy)methyl)-1-(tert-butoxycarbonyl)pyrrolidine-3-carboxylic acid